C(CCC)NC1=CC=C(C=2C(C3=C(C=CC(=C3C(C12)=O)NCCCC)NCCCC)=O)NCCCC 1,4,5,8-Tetrabutylaminoanthraquinone